4,4-dimethylcyclohexan-1-ol CC1(CCC(CC1)O)C